FC(F)(F)[Al]C(F)(F)F bis(trifluoromethyl)aluminum